pyridin-2-yl-piperazine-1-carboxamide hydrochloride Cl.N1=C(C=CC=C1)C1N(CCNC1)C(=O)N